4-nitrophenyl (4-methoxy-3-(pentyloxy)phenyl)carbamate COC1=C(C=C(C=C1)NC(OC1=CC=C(C=C1)[N+](=O)[O-])=O)OCCCCC